(7S)-7-({[2-Chloro-4-(4H-1,2,4-triazol-4-yl)phenyl]carbonyl}amino)-2-methyl-7-phenyl-6,7,8,9-tetrahydropyrido[1,2-a]indol ClC1=C(C=CC(=C1)N1C=NN=C1)C(=O)N[C@@]1(CCC=2N(C3=CC=C(C=C3C2)C)C1)C1=CC=CC=C1